6-(3-fluoro-5-methylpyridin-2-yl)-8-methoxy-4-((2-(trimethylsilyl)ethoxy)methoxy)quinazoline FC=1C(=NC=C(C1)C)C=1C=C2C(=NC=NC2=C(C1)OC)OCOCC[Si](C)(C)C